((2S,3S)-3-hydroxy-2-methylazetidin-1-yl)(2-((1-phenyl-1H-1,2,3-triazol-4-yl)methyl)oxazol-4-yl)methanone O[C@@H]1[C@@H](N(C1)C(=O)C=1N=C(OC1)CC=1N=NN(C1)C1=CC=CC=C1)C